C(C=C)(=O)OCC[N+](CC)(CC)CC 2-(acryloyloxy)ethyltriethylammonium